C(C)(C)(C)C1=C(C(=NC(=C1C1=CC=C(C=C1)N1C2=CC=C(C=C2C=2C=C(C=CC12)C1=CC=CC=C1)C1=CC=CC=C1)N1C2=C(C=3C=CC=CC13)C=NC=C2)N2C1=C(C=3C=CC=CC23)C=NC=C1)N1C2=C(C=3C=CC=CC13)C=NC=C2 5,5',5''-(4-(tert-butyl)-5-(4-(3,6-diphenyl-9H-carbazol-9-yl)phenyl)pyridine-2,3,6-triyl)tris(5H-pyrido[4,3-b]indole)